O=C1NC(CCC1N1C(C=2C=C3C(=CC2C1=O)CC(C3)C=O)=O)=O 2-(2,6-dioxopiperidin-3-yl)-1,3-dioxo-1,2,3,5,6,7-hexahydrocyclopenta[f]isoindol-6-carbaldehyde